(R)-3-(3-(1-(9-((4,6-Difluoro-1H-indol-5-yl)oxy)-5,6-dihydroimidazo[2,1-a]isoquinolin-3-yl)ethyl)-2-fluorophenyl)propanoic acid FC1=C2C=CNC2=CC(=C1OC1=CC=C2CCN3C(C2=C1)=NC=C3[C@H](C)C=3C(=C(C=CC3)CCC(=O)O)F)F